FC1=C(OC2=CC=C(C=C2)N2N=C3C(NCC[C@H]3N3CCN(CC3)S(=O)(=O)C3=C(C=CC=C3)[N+](=O)[O-])=C2C(=O)OCC)C=CC=C1F ethyl (7R)-2-[4-(2,3-difluorophenoxy)phenyl]-7-[4-(2-nitrobenzene-1-sulfonyl)piperazin-1-yl]-4,5,6,7-tetrahydro-2H-pyrazolo[4,3-b]pyridine-3-carboxylate